2-(4-methoxyazepan-1-yl)-N-(3-sulfamoyl-phenyl)-5-(trifluoro-methyl)pyridine-3-carboxamide COC1CCN(CCC1)C1=NC=C(C=C1C(=O)NC1=CC(=CC=C1)S(N)(=O)=O)C(F)(F)F